perfluorotridecylbenzene FC1=C(C(=C(C(=C1F)F)F)F)C(C(C(C(C(C(C(C(C(C(C(C(C(F)(F)F)(F)F)(F)F)(F)F)(F)F)(F)F)(F)F)(F)F)(F)F)(F)F)(F)F)(F)F)(F)F